3-((2-fluorobenzyl)amino)-5-(3-methoxybenzyl)-4H-benzo[e][1,2,4]thiadiazine 1,1-dioxide FC1=C(CNC2=NS(C3=C(N2)C(=CC=C3)CC3=CC(=CC=C3)OC)(=O)=O)C=CC=C1